CC1C(CCCC1)C(C(C(=O)N)(C1C(CCCC1)C)C1C(CCCC1)C)(CC(=O)N)C(=O)N tris[2-methylcyclohexyl]-1,2,3-propanetricarboxamide